N=1C=CN2C1N=CC(=C2)C=2C=CN1N=C(N=C(C12)OC)NC1CN(C1)C(C)=O 1-(3-((5-(imidazo[1,2-a]pyrimidin-6-yl)-4-methoxypyrrolo[2,1-f][1,2,4]triazin-2-yl)amino)azetidin-1-yl)ethan-1-one